3-((tert-butyldimethylsilyl)oxy)-4,4,4-trifluorobutan-1-ol [Si](C)(C)(C(C)(C)C)OC(CCO)C(F)(F)F